OC1=C(C2=C(OC1=O)C1=C(OC(C(C1)C)C)C1=C2OC(C=C1)(C)C)CCC Hydroxy-6,6,10,11-tetramethyl-4-propyl-11,12-dihydro-2H,6H,10H-benzo(1,2-b:3,4-b':5,6-b'')tripyran-2-one